methyl 3-bromo-5-fluoro-4-iodo-2-methylbenzoate BrC=1C(=C(C(=O)OC)C=C(C1I)F)C